1-(aminomethyl)-N-[1-[2-[methyl-[2-(4-methylphenoxy)ethyl]amino]-2-oxo-ethyl]pyrazol-4-yl]cyclopropanecarboxamide NCC1(CC1)C(=O)NC=1C=NN(C1)CC(=O)N(CCOC1=CC=C(C=C1)C)C